COC=1C=C(C=CC1OC)/C=C/C(=O)O (E)-3-(3,4-dimethoxyphenyl)ACRYLIC ACID